2-chloro-4,5,6,7-tetrahydrothieno[2,3-c]pyridine ClC1=CC2=C(CNCC2)S1